C1(CCCCC1)P(C1=C(C=CC=C1)C1=C(C=CC=C1OC)OC)C1CCCCC1 dicyclohexyl-[2-(2,6-dimethoxyphenyl)phenyl]Phosphine